4-bromo-7-(trifluoromethyl)quinoline 1-oxide BrC1=CC=[N+](C2=CC(=CC=C12)C(F)(F)F)[O-]